N-(2-(2-fluorophenyl)-2-methylpropyl)-2-(6-oxo-3-phenylpyridazin-1(6H)-yl)acetamide FC1=C(C=CC=C1)C(CNC(CN1N=C(C=CC1=O)C1=CC=CC=C1)=O)(C)C